CN(C=1C=C(C=CC1)C(CCCCNC(OC(C)(C)C)=O)=O)C tert-butyl (5-(3-(dimethylamino)phenyl)-5-oxopentyl)carbamate